4-fluoro-3-hydroxy-6H-benzo[c]chromen-6-one FC=1C(=CC=C2C3=C(C(OC12)=O)C=CC=C3)O